(S)-2-((tert-butoxycarbonyl)(methyl)amino)-3-methylbutanoic acid C(C)(C)(C)OC(=O)N([C@H](C(=O)O)C(C)C)C